C1(=CC=CC=C1)S(=O)OC(C)C.[Na] sodium isopropyl benzenesulfinate